(1s,2r)-2-amino-1,2-diphenylethan-1-ol N[C@@H]([C@@H](O)C1=CC=CC=C1)C1=CC=CC=C1